FC1=CC=C(C=C1)CN(C(=O)NCC1=CC=C(C=C1)OCC(F)(F)F)C[C@H]1CN(CC1)C (R)-1-(4-fluorophenylmethyl)-1-((1-methylpyrrolidin-3-yl)methyl)-3-(4-(2,2,2-trifluoroethoxy)benzyl)urea